(2S,5R)-5-(N-(allyloxy)-2-nitrophenylsulfonamido)-2-((tert-butyldimethylsilyloxy)methyl)-3-cyclopropyl-5,6-dihydropyridine-1(2H)-carboxylic acid tert-butyl ester C(C)(C)(C)OC(=O)N1[C@@H](C(=C[C@H](C1)N(S(=O)(=O)C1=C(C=CC=C1)[N+](=O)[O-])OCC=C)C1CC1)CO[Si](C)(C)C(C)(C)C